2-bromo-5-fluoro-4-formylpyridine BrC1=NC=C(C(=C1)C=O)F